4-(1H-imidazol-1-yl)-N-(pyridin-4-yl)picolinamide N1(C=NC=C1)C1=CC(=NC=C1)C(=O)NC1=CC=NC=C1